4-(4-(benzofuran-4-yl)furan-2-yl)-4-oxobutyric acid methyl ester COC(CCC(=O)C=1OC=C(C1)C1=CC=CC2=C1C=CO2)=O